NC1=NC(=CC=C1N1C(NC(C1=O)(C)C)=O)OC1=CC=C(C2=C1C1(CC1)CO2)C 3-[2-amino-6-(7-methylspiro[2H-benzofuran-3,1'-cyclopropane]-4-yl)oxy-3-pyridyl]-5,5-dimethyl-imidazolidine-2,4-dione